C(C=C)(=O)N1C(CN(CC1)C=1N=C2C(=NC1)NC=C2C(=O)N[C@@H](CO)C2=CC(=CC=C2)F)(C)C |r| Racemic-2-(4-acryloyl-3,3-di-methylpiperazin-1-yl)-N-[1-(3-fluorophenyl)-2-hydroxyethyl]-5H-pyrrolo[2,3-b]pyrazine-7-carboxamide